7-(3-(N-(3,5-dimethyl-1H-pyrazol-4-yl)sulfamoyl)phenyl)heptanoic acid CC1=NNC(=C1NS(=O)(=O)C=1C=C(C=CC1)CCCCCCC(=O)O)C